tert-butyl 5-chloro-1-(2H3)methyl-2-oxo-1,2-dihydrospiro[indole-3,4'-piperidine]-1'-carboxylate ClC=1C=C2C(=CC1)N(C(C21CCN(CC1)C(=O)OC(C)(C)C)=O)C([2H])([2H])[2H]